propyl O-methyl-L-serinate COC[C@H](N)C(=O)OCCC